2-[6-[5-(hydroxymethyl)-2-thienyl]-3-methyl-2-oxo-imidazo[4,5-b]pyridin-1-yl]-N,N-dimethyl-acetamide OCC1=CC=C(S1)C=1C=C2C(=NC1)N(C(N2CC(=O)N(C)C)=O)C